CC1=C(C(=CC=C1)C)C=1N=C(SC1)N (E)-4-(2,6-dimethylphenyl)thiazol-2-amine